2-[[5-(3,4-Dimethyl-5-nitrophenyl)-2-furanyl]methylene]benzo[b]thiophen-3(2H)-one CC=1C=C(C=C(C1C)[N+](=O)[O-])C1=CC=C(O1)C=C1C(C2=C(S1)C=CC=C2)=O